C1(=CC=CC=C1)[C@H](C)NC(=O)C1=C(C(=O)O)C=CC=C1 (S)-2-(1-phenylethylcarbamoyl)benzoic acid